CC1=CC(=C2N=C(C=NC2=C1)N1CCOCC1)C(C)NC1=C(C(=O)O)C=CC=C1 2-((1-(7-methyl-3-morpholinoquinoxalin-5-yl)ethyl)amino)benzoic acid